BrC1=CC(=CC(=C1)[N+](=O)[O-])[N+](=O)[O-] 1-bromo-3-nitro-5-nitrobenzene